tert-Butyl 2-((4-(trifluoromethyl)phenyl)sulfonyl)-2,7-diazaspiro[3.5]nonane-7-carboxylate FC(C1=CC=C(C=C1)S(=O)(=O)N1CC2(C1)CCN(CC2)C(=O)OC(C)(C)C)(F)F